NC=1N=C(SC1C(=O)C1=CC=C(C=C1)OC(F)F)NC1=CC=C(C=C1)OCC1=CC=CC=C1 [4-amino-2-(4-benzyloxyanilino)thiazol-5-yl]-[4-(difluoromethoxy)phenyl]methanone